NC1=C2C(=NC=N1)N(N=C2C2=CC=C(C=C2)CNC(C2=C(C=CC(=C2)F)OC)=O)CC2C(CCC2)N(C(=O)N2N=CN=C2)C N-(2-((4-amino-3-(4-((5-fluoro-2-methoxybenzamido)methyl)phenyl)-1H-pyrazolo[3,4-d]pyrimidin-1-yl)methyl)cyclopentyl)-N-methyl-1H-1,2,4-triazole-1-carboxamide